BrC1=NC=CC(=C1)NCC=1N=C2N(C=C(C=C2N)C2CC2)C1 2-(((2-bromopyridin-4-yl)amino)methyl)-6-cyclopropylimidazo[1,2-a]pyridin-8-amine